C1(=CC=CC=C1)C1NC2=CC=C(C=C2CC1)CC(=O)O 2-(2-phenyl-1,2,3,4-tetrahydroquinolin-6-yl)acetic acid